3-(4,6-diphenylpyrimidin-2-yl)-2,4,5,6-tetrakis(3-methyl-9H-carbazol-9-yl)benzonitrile C1(=CC=CC=C1)C1=NC(=NC(=C1)C1=CC=CC=C1)C=1C(=C(C#N)C(=C(C1N1C2=CC=CC=C2C=2C=C(C=CC12)C)N1C2=CC=CC=C2C=2C=C(C=CC12)C)N1C2=CC=CC=C2C=2C=C(C=CC12)C)N1C2=CC=CC=C2C=2C=C(C=CC12)C